benzyl piperidin-4-ylcarbamate benzyl-trifluoroacetate salt C(C1=CC=CC=C1)OC(C(F)(F)F)=O.N1CCC(CC1)NC(OCC1=CC=CC=C1)=O